(R)-N-((-)-1-(3-amino-4-fluorophenyl)-3-cyclopropyl-1-(pyridin-4-yl)propyl)-2-methylpropan-2-sulfinamide NC=1C=C(C=CC1F)C(CCC1CC1)(C1=CC=NC=C1)N[S@](=O)C(C)(C)C